1,3-bis(2,6-bis((R)-1-(3,5-diethylphenyl)ethyl)-2-methylphenyl)-4,5-dihydro-1H-imidazole chloride [Cl-].C(C)C=1C=C(C=C(C1)CC)[C@@H](C)C1(C(C(=CC=C1)[C@H](C)C1=CC(=CC(=C1)CC)CC)N1CN(CC1)C1C(C=CC=C1[C@H](C)C1=CC(=CC(=C1)CC)CC)([C@H](C)C1=CC(=CC(=C1)CC)CC)C)C